FC=1C(=C(C=CC1F)CC#N)OC (3,4-difluoro-2-methoxyphenyl)acetonitrile